BrC1=C(N=C(C=2N1N=CC2)N2CCC1(CC2)[C@H](C=2C(=NC=C(C2)C(F)F)C1)NS(=O)C(C)(C)C)C N-[(5R)-1'-(7-bromo-6-methyl-pyrazolo[1,5-a]pyrazin-4-yl)-3-(difluoromethyl)spiro[5,7-dihydrocyclopenta[b]pyridine-6,4'-piperidine]-5-yl]-2-methyl-propane-2-sulfinamide